CS(=O)(=O)O[C@@H]1[C@H]([C@@H]([C@H](C1)CCC1=CC=C2C=CC(=NC2=C1)N1CCC1)O[Si](C1=CC=CC=C1)(C1=CC=CC=C1)C(C)(C)C)F (1S,2S,3R,4S)-4-{2-[2-(azetidin-1-yl)quinolin-7-yl]ethyl}-3-[(tert-butyldiphenylsilyl)oxy]-2-fluorocyclopentyl methanesulfonate